ClC1=C(C=CC=2C3=C(NC12)CCN([C@@H]3C)C(=O)C=3NC(=CN3)O)Cl (R)-(6,7-dichloro-1-methyl-1,3,4,5-tetrahydro-2H-pyrido[4,3-b]indol-2-yl)(5-hydroxy-1H-imidazol-2-yl)methanone